OCC12CN(C(C1)C2)C(C)=O 1-(4-(hydroxymethyl)-2-azabicyclo[2.1.1]hexane-2-yl)ethan-1-one